methyl 4-[6-(5-chloro-2-fluorophenyl)-4-({2-[3-(4-methylpiperazin-1-yl)propanamido]pyridin-4-yl}amino)pyridazin-3-yl]-1,2,3,6-tetrahydropyridine-1-carboxylate ClC=1C=CC(=C(C1)C1=CC(=C(N=N1)C=1CCN(CC1)C(=O)OC)NC1=CC(=NC=C1)NC(CCN1CCN(CC1)C)=O)F